C(CCCCCCCCCC=C)(=O)O dodec-11-enoic acid